F[C@@H]1C2CCC[C@@H](C[C@@H]1N(C=1N=CC(=NC1)C1=C(C=C(C=C1)C1=CC=NN1)O)C)N2 2-(5-{[(2R,3S,5S)-2-fluoro-9-azabicyclo[3.3.1]nonan-3-yl](methyl)amino}pyrazin-2-yl)-5-(1H-pyrazol-5-yl)phenol